(N,N,N',N'-tetramethylethylenediamine) copper (II) [Cu+2].CN(CCN(C)C)C